(2-amino-5-fluorobenzyl)-[1,1-biphenyl]-2-amine NC1=C(CC2=C(C(=CC=C2)C2=CC=CC=C2)N)C=C(C=C1)F